6-((2-(2-hydroxyethoxy)ethyl)amino)hexyl 2-hexyldecanoate C(CCCCC)C(C(=O)OCCCCCCNCCOCCO)CCCCCCCC